N(C(=O)C)C1=CC=C(O)C=C1.[Co] cobalt paracetamol